tert-butyl (S)-(1-((3-fluoro-4-(1-methyl-2-oxo-1,2-dihydropyrimidin-5-yl)phenyl)amino)-1-oxo-3,3-diphenylpropan-2-yl)carbamate FC=1C=C(C=CC1C=1C=NC(N(C1)C)=O)NC([C@H](C(C1=CC=CC=C1)C1=CC=CC=C1)NC(OC(C)(C)C)=O)=O